[Br-].CN1CN(C2=C1C=CC=C2)CCCC 1-methyl-3-butylbenzimidazole bromide